(R)-2-chloro-5-(4-cyclopropyl-1H-imidazol-1-yl)-4-methyl-N-(6-(5-methyl-6,7-dihydro-5H-pyrrolo[2,1-c][1,2,4]triazol-3-yl)pyridin-2-yl)benzamide ClC1=C(C(=O)NC2=NC(=CC=C2)C=2N3C(=NN2)CC[C@H]3C)C=C(C(=C1)C)N1C=NC(=C1)C1CC1